C(=C)C1=[N+](C=CC=C1)CCCS(=O)(=O)O 3-(2-vinylpyridinio)propanesulfonic acid